tert-Butyl (S)-3-(hydroxymethyl)-2-azaspiro[4.5]decane-2-carboxylate OC[C@H]1N(CC2(C1)CCCCC2)C(=O)OC(C)(C)C